Cl.C(C)N1C(C2(C3=C1C=NC=1C=CC(=CC31)C=3C=C(C(=NC3)OCCNC)NS(=O)(=O)C)CCC2)=O N-(5-(3'-Ethyl-2'-oxo-2',3'-dihydrospiro[cyclobutane-1,1'-pyrrolo[2,3-c]quinolin]-8'-yl)-2-(2-(methylamino)ethoxy)pyridin-3-yl)methanesulfonamide hydrochloride